tetra-n-butylammonium fluoride [F-].C(CCC)[N+](CCCC)(CCCC)CCCC